NC1=NC(=NC=N1)N1C[C@]([C@H](CC1)O)(C)F (3S,4S)-1-(4-amino-1,3,5-triazin-2-yl)-3-fluoro-3-methylpiperidin-4-ol